4-(5-(3-chloro-4-fluoro-5-(trifluoromethyl)phenyl)-5-(trifluoromethyl)-4,5-dihydroisoxazol-3-yl)-N-(2-oxo-2-((2,2,2-trifluoroethyl)amino)ethyl)-1-naphthamide ClC=1C=C(C=C(C1F)C(F)(F)F)C1(CC(=NO1)C1=CC=C(C2=CC=CC=C12)C(=O)NCC(NCC(F)(F)F)=O)C(F)(F)F